[N+](=O)([O-])C1=CC=C(C=C1)[NH+](C)C p-nitro-N,N-dimethyl-phenyl-ammonium